thio-fucose S=C[C@@H](O)[C@H](O)[C@H](O)[C@@H](O)C